Butylene Glycol Methyl Ether Oleate C(CCCCCCC\C=C/CCCCCCCC)(=O)OCCCCOC